N1=NC=C(C=C1)C(=O)O pyridazine-4-carboxylic acid